(S)-1-(2-fluoropyridin-4-yl)ethan-1-amine FC1=NC=CC(=C1)[C@H](C)N